C1(CCCC1)CCC(=O)C=1C=CC=2N(C3=CC=C(C=C3C2C1)C(C1=C(C=CC=C1)C)=O)CC 3-cyclopentyl-1-[9-ethyl-6-(2-methylbenzoyl)-9H-carbazol-3-yl]-1-propanone